C(CCCCCCCCCCCCCCC=CCCCCCCC)(=O)O tetracosan-16-enoic acid